ClCC(=O)NCCCN(C)C1=NC2=CC(=CC=C2C(=N1)NC1CCN(CC1)C1CCCCC1)C(F)(F)F 2-chloro-N-(3-((4-((1-cyclohexylpiperidin-4-yl)amino)-7-(trifluoromethyl)quinazolin-2-yl)(methyl)amino)propyl)acetamide